2,2,2-Trichloroethyl ((4-phenoxybutanoyl)oxy)carbamate O(C1=CC=CC=C1)CCCC(=O)ONC(OCC(Cl)(Cl)Cl)=O